NC1=C(N[C@H](C)C2=CC(=CC=3C(C(=C(OC32)C3=CC=CC=C3)C)=O)C)C=CC=C1 8-[(1R)-1-(2-aminoanilino)ethyl]-3,6-dimethyl-2-phenyl-benzopyran-4-one